FC(S(=O)(=O)[O-])(F)F.C[N+]1=CC(=CC2=CC=CC=C12)C1=CC=CC=C1 1-methyl-3-phenylquinolin-1-ium Trifluoromethanesulfonate